2-[4-(1-bicyclo[3.1.0]hexanyl)-5-chloro-2-methyl-phenyl]-4-oxo-1H-1,6-naphthyridine-5-carboxamide C12(CCCC2C1)C1=CC(=C(C=C1Cl)C=1NC=2C=CN=C(C2C(C1)=O)C(=O)N)C